FC(C1=CC=NC=C1C#N)(F)F 4-(trifluoromethyl)nicotinonitrile